Dihydrothiepin C1CSC=CC=C1